N-(5-cyano-2-(4-(2,4-difluorophenoxy)piperidin-1-yl)phenyl)-2-methoxybenzamid C(#N)C=1C=CC(=C(C1)NC(C1=C(C=CC=C1)OC)=O)N1CCC(CC1)OC1=C(C=C(C=C1)F)F